3-amino-4-(((R)-1-(benzo[d][1,3]dioxol-5-yl)propan-2-yl)amino)-4-oxobutyl nitrate [N+](=O)(OCCC(C(=O)N[C@@H](CC1=CC2=C(OCO2)C=C1)C)N)[O-]